C(C)N(C(C1=C(C=CC(=C1)F)OC=1C(=NC=NC1)N1CC2(C1)CCN(CC2)CC2(CCC(CC2)NS(=O)(=O)CC)OC)=O)C(C)C N-ethyl-2-((4-(7-(((1r,4r)-4-(ethylsulfonamido)-1-methoxycyclohexyl)methyl)-2,7-diazaspiro[3.5]nonan-2-yl)pyrimidin-5-yl)oxy)-5-fluoro-N-isopropylbenzamide